ethyl (1S,4s)-1-methyl-4-((2-(((3S,4R)-3-methyltetrahydro-2H-pyran-4-yl)amino)-5-nitropyrimidin-4-yl)amino)cyclohexane-1-carboxylate CC1(CCC(CC1)NC1=NC(=NC=C1[N+](=O)[O-])N[C@H]1[C@@H](COCC1)C)C(=O)OCC